ethylene glycol dicrotonate C(\C=C\C)(=O)OCCOC(\C=C\C)=O